(3',5'-diphenyl-1,1':2',1''-terphenyl-3''-yl)-(4-phenanthren-9-yl-phenyl)-phenyl-amine C1(=CC=CC=C1)C1=C(C(=CC(=C1)C1=CC=CC=C1)C1=CC=CC=C1)C1=CC(=CC=C1)N(C1=CC=CC=C1)C1=CC=C(C=C1)C=1C2=CC=CC=C2C=2C=CC=CC2C1